9-(p-hydroxyphenyl)acridine OC1=CC=C(C=C1)C=1C2=CC=CC=C2N=C2C=CC=CC12